C(C)C1NCCCC1 2-Ethyl-piperidine